S1C=NC(=C1)C=1NC2=C(N1)C=CC=C2 2-(thiazole-4-yl)benzimidazole